FC1(CCN(CC1)C=1N=C(C=C2C=CC(=NC12)OC)NC(C1=C(C=C(C=C1)I)N1CCC2(CC2)CC1)=O)F N-(8-(4,4-difluoropiperidin-1-yl)-2-methoxy-1,7-naphthyridin-6-yl)-4-iodo-2-(6-azaspiro[2.5]octan-6-yl)benzamide